6-[(1S)-1-aminoethyl]-N-[(furan-2-yl)methyl]-2,7-diphenylthieno[3,2-d]pyrimidine-4-amine formate C(=O)O.N[C@@H](C)C1=C(C=2N=C(N=C(C2S1)NCC=1OC=CC1)C1=CC=CC=C1)C1=CC=CC=C1